1-dodecyl-2-ethylpyrrolidinium acetate C(C)(=O)[O-].C(CCCCCCCCCCC)[NH+]1C(CCC1)CC